ClCCC(=C(C1=CC=C(C=C1)O)C1=CC=C(OCCNCC=2C=C3CN(C(C3=CC2F)=O)C2C(NC(CC2)=O)=O)C=C1)C1=CC=C(C=C1)O 3-(5-(((2-(4-(4-chloro-1,2-bis(4-hydroxyphenyl)but-1-en-1-yl)phenoxy)ethyl)amino)methyl)-6-fluoro-1-oxoisoindolin-2-yl)piperidine-2,6-dione